ClC=1C=C(C=CC1F)C=1C=C2C(=NC1)C=NN2CC(=O)N2CC(C2)F 2-[6-(3-Chloro-4-fluorophenyl)pyrazolo[4,3-b]pyridin-1-yl]-1-(3-fluoroazetidin-1-yl)ethanone